[2-(CYCLOHEXYLOXY)-5-METHYLPHENYL]BORANEDIOL C1(CCCCC1)OC1=C(C=C(C=C1)C)B(O)O